CC1N(CCCC1C=1C=NNC1)C1=NC(=NC=C1)C1=CN=C2N1C=C(N=C2)C(F)(F)F 3-(4-(2-Methyl-3-(1H-pyrazol-4-yl)piperidin-1-yl)pyrimidin-2-yl)-6-(trifluoromethyl)imidazo[1,2-a]pyrazine